aminomethyl-pseudouridine NC[C@@]1([C@H](O)[C@H](O)[C@@H](CO)O1)C1=CNC(=O)NC1=O